C(C)(C)(C)C1=CC=C(C=C1)C=1N=C(C2=CC=C(C=C2C1)Cl)OCC 3-(4-(tert-butyl)phenyl)-6-chloro-1-ethoxyisoquinoline